C(C)(=O)OCC(COC(C)=O)=CC1=NCCC2=C1NC1=CC=C(C=C21)Cl 2-((6-chloro-4,9-dihydro-3H-pyrido[3,4-b]indol-1-yl)methylene)propane-1,3-diyl diacetate